BrC1=CC2=C(NN=C2C=C1Cl)C#N 5-bromo-6-chloro-3-cyano-2H-indazol